2-(1-(2-cyanophenyl)-1-(1-methyl-1H-pyrazol-5-yl)propan-2-yl)-5-hydroxy-N-(isoxazol-4-yl)-1-methyl-6-oxo-1,6-dihydropyrimidine-4-carboxamide C(#N)C1=C(C=CC=C1)C(C(C)C=1N(C(C(=C(N1)C(=O)NC=1C=NOC1)O)=O)C)C1=CC=NN1C